S1C(=CC=C1SSC1=CC=C(S1)CC(=O)N)CC(=O)N N'-(dithio-di-5,2-thiophenediyl)diacetic amide